NCCCC(CO)(C)C 5-amino-2,2-dimethylpentan-1-ol